2-O-methyladenosine COC1C(C(OC1N2C=NC3=C(N=CN=C32)N)CO)O